2,3-Dibromo-5-isopropoxy-6-methylpyridine BrC1=NC(=C(C=C1Br)OC(C)C)C